4-(2-chlorophenyl)-6-phenyldibenzofuran ClC1=C(C=CC=C1)C1=CC=CC2=C1OC1=C2C=CC=C1C1=CC=CC=C1